CC1=C(C(=O)OCC(COC(CCCCCCCCCCC)=O)OC(CCCCCCCCCCC)=O)C(=CC(=N1)Cl)NC1=CC=CC=2C=3C(CN(C12)C)=CN(N3)C 1,2-Dilauroyl-glycerol methyl-6-chloro-4-((2,5-dimethyl-4,5-dihydro-2H-pyrazolo[4,3-c]quinolin-6-yl)amino)nicotinate